ClC1=CC=C(C=C1)C(C1=CC=C(C=C1)O)C1=CC=C(C=C1)O 4,4'-(4-chlorophenyl)methylenebisphenol